(3R,6S)-6-(hydroxymethyl)oxacyclohexane-3-amine OC[C@@H]1CC[C@H](CO1)N